C[N+](CC(=O)[O-])(CCCNC(C(=C)C)=O)C 2-{Dimethyl[3-(2-methylprop-2-enamido)-propyl]ammonio}acetate